N-(4-bromopyridin-2-yl)-3-[4-(2-cyanoethyl)piperazin-1-yl]propanamide BrC1=CC(=NC=C1)NC(CCN1CCN(CC1)CCC#N)=O